NC1CCN(CC1)C=1C(=CN=C2C=CC(=NC12)C=1C(=C(C#N)C=C(C1)F)O)C1=CC(=CC(=C1)C)F 8-(4-aminopiperidin-1-yl)-7-(3-fluoro-5-methylphenyl)-1,5-naphthyridin-2-yl-5-fluoro-2-hydroxybenzonitrile